2,2,7-trifluoro-6-(2,3,4,6-tetrafluoro-5-hydroxyphenyl)-2H-benzo[b][1,4]oxazin-3(4H)-one FC1(C(NC2=C(O1)C=C(C(=C2)C2=C(C(=C(C(=C2F)O)F)F)F)F)=O)F